Cl.N[C@@H]1CN(CC[C@H]1F)C1=NC2=C(N1CC1=NC=C(C=C1)Cl)C=CC(=C2)C#N 2-((3R,4R)-3-Amino-4-fluoropiperidin-1-yl)-1-((5-chloropyridin-2-yl)methyl)-1H-benzo[d]imidazol-5-carbonitril-hydrochlorid